C1(=CC=CC=C1)N1C(=NC2=C1C=CC=C2)C2=CC(=CC(=C2)C2=NC1=C(N2C2=CC=CC=C2)C=CC=C1)C1=NC2=C(N1C1=CC=CC=C1)C=CC=C2 1,3,5-tris(1-phenyl-1H-2-benzimidazolyl)benzene